C1=CC=CC=2C3=CC=CC=C3C(C12)(C1=CC=C(C=C1)N(C1=CC=C(C=C1)C1=CC=CC=C1)C1=CC=C(C=C1)C1=CC=CC=C1)C1=CC=C(C=C1)N(C1=CC=C(C=C1)C1=CC=CC=C1)C1=CC=C(C=C1)C1=CC=CC=C1 N,N'-((9H-fluoren-9,9-diyl)bis(4,1-phenylene))bis(N-([1,1'-biphenyl]-4-yl)-[1,1'-biphenyl]-4-amine)